(R)-N-(1-(4-fluorophenyl)ethyl)-1-((5-fluoropyridin-2-yl)methyl)-2-oxo-6-(prop-1-en-2-yl)-1,2-dihydro-1,8-naphthyridine-3-carboxamide FC1=CC=C(C=C1)[C@@H](C)NC(=O)C=1C(N(C2=NC=C(C=C2C1)C(=C)C)CC1=NC=C(C=C1)F)=O